2-((naphthalene-2-sulfonyl)methyl)anilinefarnesic acid C1=C(C=CC2=CC=CC=C12)S(=O)(=O)CC1=C(NCC(=CCCC(=CCCC(=CC(=O)O)C)C)C)C=CC=C1